ClC=1C=CC2=C(N=C(O2)C2CC3(CC(C3)NC(=O)C=3OC(=CC3)SC(F)(F)F)C2)C1 N-[6-(5-chloro-1,3-benzoxazol-2-yl)spiro[3.3]heptan-2-yl]-5-(trifluoromethylsulfanyl)furan-2-carboxamide